COC1=CC=2C3=C(NC2C=C1)C(NNC3=O)=O 8-methoxy-2,3-dihydro-1H-pyridazino[4,5-b]indole-1,4(5H)-dione